C(C)SC=1C=C(C=CC1C1=NC=2C(=NC=C(C2)C(F)(F)F)N1C)C1(CC1)C#N [3-ethylsulfanyl-4-[3-methyl-6-(trifluoromethyl)imidazo[4,5-b]pyridin-2-yl]phenyl]cyclopropanecarbonitrile